COS(=O)(=O)CC12CC(C1)(C2)C#N (3-cyanobicyclo[1.1.1]pentan-1-yl)methanesulfonic acid methyl ester